C(CCCCCCCCCCCCCCCCCCCCCCCCCCCCC)(=O)OC(CCCCCCCCCCCCCCCCCCCCCCCCCCCCC)=O triacontanoyl n-triacontanoate